1-(7-(8-chloro-7-fluoro-3-(methoxymethoxy)naphthalen-1-yl)-8-fluoro-2-((1-(hydroxymethyl)cyclopropyl)methoxy)pyrido[4,3-d]pyrimidin-4-yl)-3-methylpiperidin ClC=1C(=CC=C2C=C(C=C(C12)C1=C(C=2N=C(N=C(C2C=N1)N1CC(CCC1)C)OCC1(CC1)CO)F)OCOC)F